methyl 2-(aminooxy)acetate Hydrochloride Cl.NOCC(=O)OC